(R or S)-3-(2-(5-fluoro-thiophen-2-yl)ethyl)-1-(2-(6-methylpyridin-3-yl)propan-2-yl)pyrrolidine-3-carboxamide citrate C(CC(O)(C(=O)O)CC(=O)O)(=O)O.FC1=CC=C(S1)CC[C@@]1(CN(CC1)C(C)(C)C=1C=NC(=CC1)C)C(=O)N |o1:21|